ClC1=CC(=CC(=N1)C(=O)N)C1=CC=NS1 6-chloro-4-(isothiazol-5-yl)pyridineamide